4-(cyclopropyl(4-(1-isopropyl-4-(trifluoromethyl)-1H-imidazol-2-yl)benzyl)amino)-2-(4-cyclopropyl-6-methoxypyrimidin-5-yl)-7,8-dihydropyrido[4,3-d]pyrimidine-6(5H)-carbonitrile C1(CC1)N(C=1C2=C(N=C(N1)C=1C(=NC=NC1OC)C1CC1)CCN(C2)C#N)CC2=CC=C(C=C2)C=2N(C=C(N2)C(F)(F)F)C(C)C